5-(Azetidin-2-ylmethoxy)-N-(1-(7-ethyl-1,2,3,4-tetrahydroquinolin-5-yl)cyclopropyl)-2-methylbenzamide N1C(CC1)COC=1C=CC(=C(C(=O)NC2(CC2)C2=C3CCCNC3=CC(=C2)CC)C1)C